BrCC1=NC=C(C=C1)OC(F)F 2-(bromomethyl)-5-(difluoromethoxy)pyridine